4-(5-bromo-3,4-dihydro-2H-quinolin-1-yl)-5-fluoro-1-(trideuteriomethyl)quinazolin-2-one BrC1=C2CCCN(C2=CC=C1)C1=NC(N(C2=CC=CC(=C12)F)C([2H])([2H])[2H])=O